BrC=1C(=C(SC1)CCl)OC 4-bromo-2-(chloromethyl)-3-methoxythiophene